3-methyl-2-(methylthio)-6-(4-(trimethylammonio)butanamido)benzo[d]thiazol-3-ium tosylate chloride [Cl-].S(=O)(=O)([O-])C1=CC=C(C)C=C1.C[N+]1=C(SC2=C1C=CC(=C2)NC(CCC[N+](C)(C)C)=O)SC